4-(3-(4-(4-(4-(dimethylamino)but-2-enoyl)-3-methylpiperazin-1-yl)pyridin-4-yl)-2-methylbenzyl)-1,2,4-oxadiazole-3-carboxamide CN(CC=CC(=O)N1C(CN(CC1)C1(CC=NC=C1)C=1C(=C(CN2C(=NOC2)C(=O)N)C=CC1)C)C)C